The molecule is an alkane-alpha,omega-diammonium(2+) that is the dication of putrescine (1,4-butanediamine) arising from protonation of both primary amino groups; major species at pH 7.3. It has a role as a human metabolite and a fundamental metabolite. It is a conjugate acid of a putrescine. C(CC[NH3+])C[NH3+]